C1(=CC=CC=C1)C1=C2C(=CC(=C1)O2)C2=CC=CC=C2 (2,6-diphenyl-1,4-phenylene) ether